C1(CC1)CN1[C@H]2[C@@]3(CCC([C@H]4[C@]3(CC1)C1=C(O4)C(=CC=C1C2)O)=O)O (4R,4aS,7aR,12bS)-3-(cyclopropylmethyl)-4a,9-dihydroxy-2,3,4,4a,5,6-hexahydro-1H-4,12-methanobenzofuro-[3,2-e]isoquinolin-7(7aH)-one